butyl 2-(4-amino-7-phenyl-9H-pyrimido[4,5-b]indol-9-yl)acetate NC1=NC=NC=2N(C3=CC(=CC=C3C21)C2=CC=CC=C2)CC(=O)OCCCC